1-Benzyl N-[2-[(2S)-4-[3-[1-(2,6-dioxo-3-piperidyl)-3-methyl-2-oxo-benzimidazol-5-yl]prop-2-ynyl]morpholin-2-yl]ethyl]-N-methyl-carbamate O=C1NC(CCC1N1C(N(C2=C1C=CC(=C2)C#CCN2C[C@@H](OCC2)CCN(C(OCC2=CC=CC=C2)=O)C)C)=O)=O